COC(=O)C1C2CCC(C1)CC2 bicyclo[2.2.2]Octane-2-Carboxylic acid methyl ester